C1(=CC=CC=C1)C=1C(=C2C=C3C(=CC=C4C=5C=CC=CC5N=C34)C2=CC1)C1=NN=NC(=C1C1=C(C=CC=C1)C1=CC=CC=C1)C1=C(C=CC=C1)C1=CC=CC=C1 phenyl-[bis(biphenylyl)triazineyl]indenocarbazole